C[C@@H]1CC[C@@H](CN1C(CC1=CC=CC=C1)=O)C(=O)OC Methyl (3S,6R)-6-methyl-1-(2-phenylacetyl)piperidine-3-carboxylate